ClC1=C2C=C(N(C2=CC=C1Cl)C)C(=O)NC1(COC1)C1=CC=C(C(=O)O)C=C1 (±)-4-[3-[(4,5-Dichloro-1-methyl-indole-2-carbonyl)amino]oxetan-3-yl]benzoic acid